ClC1=CC=C(C=C1)CN1C([C@H](CSC2=C1C=C(C(=C2)F)C2=NC(=NO2)C(CO)(C)C)NC(OC(C)(C)C)=O)=O tert-butyl N-[(3R)-5-[(4-chlorophenyl)methyl]-8-fluoro-7-[3-(2-hydroxy-1,1-dimethyl-ethyl)-1,2,4-oxadiazol-5-yl]-4-oxo-2,3-dihydro-1,5-benzothiazepin-3-yl]carbamate